(5S)-3-(difluoromethyl)-1'-[7-(1,5-dimethylpyrazol-4-yl)-6-methyl-pyrazolo[1,5-a]pyrazin-4-yl]spiro[5,7-dihydrocyclopenta[b]pyridine-6,4'-piperidine]-5-amine FC(C=1C=C2C(=NC1)CC1(CCN(CC1)C=1C=3N(C(=C(N1)C)C=1C=NN(C1C)C)N=CC3)[C@@H]2N)F